N-(3-Aminobicyclo[1.1.1]pentan-1-yl)-2-(2-chloro-5-isopropyl-8-oxothieno[2',3':4,5]pyrrolo[1,2-d][1,2,4]triazin-7(8H)-yl)acetamide NC12CC(C1)(C2)NC(CN2N=C(N1C(C2=O)=CC2=C1C=C(S2)Cl)C(C)C)=O